The molecule is a molybdenum coordination entity consisting of a cntral molybdenum in the +5 oxidation state coordinated to two oxygens and one sulfanyl group. O=[Mo]=O.[SH-]